FC=1C=C(OC2=C3C(=NC=C2)NC=C3C3=CC(=NC=N3)N)C=C(C1)F 6-(4-(3,5-difluorophenoxy)-1H-pyrrolo[2,3-b]pyridin-3-yl)pyrimidin-4-amine